ClC1=C2CC[C@@]3(CCC=4C(=NC(=NC4C3)OC[C@@H]3CN(CC3)C)N3C[C@@H](N(CC3)C(C(=C)F)=O)CC#N)C2=CC=C1 2-((S)-4-((R)-4-chloro-2'-(((S)-1-methylpyrrolidin-3-yl)methoxy)-2,3,5',8'-tetrahydro-6'H-spiro[inden-1,7'-quinazolin]-4'-yl)-1-(2-fluoroacryloyl)piperazin-2-yl)acetonitrile